NC1=NC2=C(C=CC=C2C(=C1)C=1N=NN(C1)CC1=[N+](C(=CC=C1)C(C)(C)O)C(=O)O)OC 2-{[4-(2-amino-8-methoxyquinolin-4-yl)-1H-1,2,3-triazol-1-yl]methyl}-6-(2-hydroxypropan-2-yl)pyridin-1-ium-1-oic acid